N=1N=CN2C1N=CC(=C2)C=2N=CC1=C(N2)SC(=C1)C1(CC(C1)C(F)(F)F)O 1-(2-([1,2,4]triazolo[4,3-a]pyrimidin-6-yl)thieno[2,3-d]pyrimidin-6-yl)-3-(trifluoromethyl)cyclobutanol